S1C2=C(C=C1)C(=C(C=C2[2H])[2H])N2CCN(CC2)C(C(C(C(OC2=C(C(=C1C(=C(C(NC1=C2[2H])=O)[2H])[2H])[2H])[2H])([2H])[2H])([2H])[2H])([2H])[2H])([2H])[2H] 7-[4-(4-benzo[b]thiophen-4-yl-5,7-d2-piperazin-1-yl)-butoxy-1,1,2,2,3,3,4,4-d8]-1H-quinoline-2-one-3,4,5,6,8-d5